NCC1=CN=C(C2=CC(=C(C=C12)C(=O)N)OC(C)C)OC[C@H]1NC(CC1)=O 4-(aminomethyl)-1-{[(2S)-5-oxopyrrolidin-2-yl]methoxy}-7-(propan-2-yloxy)isoquinoline-6-carboxamide